6-Methyl-N-(4-piperazin-1-yl-phenyl)-5-(4-pyridin-3-yl-pyrimidin-2-ylamino)-nicotinamide CC1=NC=C(C(=O)NC2=CC=C(C=C2)N2CCNCC2)C=C1NC1=NC=CC(=N1)C=1C=NC=CC1